N(=[N+]=[N-])CCCC[C@@H](C(=O)O)NC(=O)OCC1C2=CC=CC=C2C2=CC=CC=C12 (S)-6-azido-2-(Fmoc-amino)hexanoic acid